C(C1=CC=CC=C1)C1(N(CC(C1N)OCCOC)C(COC)(C)C)CC1=CC=CC=C1 dibenzyl-1-(1-methoxy-2-methylpropan-2-yl)-4-(2-methoxyethoxy)pyrrolidin-3-amine